NC1=NC(=CC=C1B(O)O)C(F)(F)F 2-AMINO-6-(TRIFLUOROMETHYL)PYRIDINE-3-BORONIC ACID